4-(4,4,5,5-tetramethyl-1,3,2-dioxaborolan-2-yl)-1-(difluoromethyl)-1H-pyrazole CC1(OB(OC1(C)C)C=1C=NN(C1)C(F)F)C